CN1N=C(C(=C1C)C1=NC=2C(=NC=CC2C=2C=CC3=C(CCCC[C@H]3NC(=O)C3=NC(=NO3)C(C)(C)C)C2)N1)C 3-tert-Butyl-[1,2,4]oxadiazole-5-carboxylic acid {(R)-2-[2-(1,3,5-trimethyl-1H-pyrazol-4-yl)-3H-imidazo[4,5-b]pyridin-7-yl]-6,7,8,9-tetrahydro-5H-benzocyclohepten-5-yl}-amide